4-amino-N-((6-bromo-3-pyridazinyl)methyl)-N-(cyclopropylmethyl)-1,3-dihydrofuro[3,4-c][1,7]naphthyridine-8-carboxamide NC1=NC=2C=NC(=CC2C2=C1COC2)C(=O)N(CC2CC2)CC=2N=NC(=CC2)Br